methyl 8-(2,4-dichlorophenyl)-9-(4-(((trifluoromethyl)sulfonyl)oxy)phenyl)-6,7-dihydro-5H-benzo[7]annulene-3-carboxylate ClC1=C(C=CC(=C1)Cl)C=1CCCC2=C(C1C1=CC=C(C=C1)OS(=O)(=O)C(F)(F)F)C=CC(=C2)C(=O)OC